8-Methyl-2-(methylthio)pyrido[2,3-d]pyrimidin-7(8H)-one Ethyl-acetate C(C)OC(C)=O.CN1C(C=CC2=C1N=C(N=C2)SC)=O